C(C1=CC=CC=C1)(C1=CC=CC=C1)N1CCN(CCC1)C(=O)C=1C=C2C(N(C(C2=CC1)=O)C1C(NC(CC1)=O)=O)=O 5-(4-benzhydryl-1,4-diazepan-1-carbonyl)-2-(2,6-dioxopiperidin-3-yl)isoindoline-1,3-dione